FC=1C(NC(N(C1)[C@H]1C[C@@H]([C@H](O1)[C@@H](C)O[P@@](=O)(OC1=CC=CC2=CC=CC=C12)N[C@@H](C)C(=O)OC(C)C)O)=O)=O isopropyl ((R)-((R)-1-((2S,3S,5R)-5-(5-fluoro-2,4-dioxo-3,4-dihydropyrimidin-1(2H)-yl)-3-hydroxytetrahydrofuran-2-yl)ethoxy)(naphthalen-1-yloxy)phosphoryl)-L-alaninate